(S)-2-methyl-N-(6-(5-methylisoxazol-3-yl)-2,3-dihydrobenzofuran-3-yl)oxazole-5-carboxamide CC=1OC(=CN1)C(=O)N[C@@H]1COC2=C1C=CC(=C2)C2=NOC(=C2)C